(pyridin-4-ylamino)pyrimidine-5-carboxylic acid N1=CC=C(C=C1)NC1=NC=C(C=N1)C(=O)O